O=C1NC(CCC1N1C(C2=CC=C(C=C2C1=O)CN1CCC(CC1)N1CCC(CC1)C(=O)O)=O)=O 1'-((2-(2,6-dioxopiperidin-3-yl)-1,3-dioxoisoindolin-5-yl)methyl)-[1,4'-bipiperidine]-4-carboxylic acid